C(C)[C@@H]1CN[C@@H](CN1)CO (3R,6S)-3-ethyl-6-(hydroxymethyl)piperazine